1,2-dilinoleoyl-3-palmitoyl-rac-glycerol C(CCCCCCC\C=C/C\C=C/CCCCC)(=O)OC[C@H](OC(CCCCCCC\C=C/C\C=C/CCCCC)=O)COC(CCCCCCCCCCCCCCC)=O |r|